5-((2-(2,6-dioxopiperidin-3-yl)-1,3-dioxoisoindolin-4-yl)thio)-N-methylpentanamide O=C1NC(CCC1N1C(C2=CC=CC(=C2C1=O)SCCCCC(=O)NC)=O)=O